C(#N)C1CC2(C1)CC(N(CC2)CC2=C1C=CNC1=C(C=C2C2CC2)C)C2=CC=C(C(=O)NCC=1C(NC=CC1)=O)C=C2 4-(2-cyano-7-((5-cyclopropyl-7-methyl-1H-indol-4-yl)methyl)-7-azaspiro[3.5]nonan-6-yl)-N-((2-oxo-1,2-dihydropyridin-3-yl)methyl)benzamide